FC1=C(C=CC=C1)C#CC 1-fluoro-2-(prop-1-yn-1-yl)benzene